CC1(C(C1)(C(=O)OCC)C(=O)[O-])C=C ethyl 2-methyl-2-vinylcyclopropane-1,1-dicarboxylate